silylpropyl-N,N-dimethylthiocarbamoyl tetrasulfide [SiH3]CCCS=C(N(C)C)SSSSC(N(C)C)=SCCC[SiH3]